2-methoxy-N-(2-methoxyethyl)ethan-1-amine COCCNCCOC